O1C(C1)CN1CCCCC1 1-(oxiran-2-ylmethyl)piperidine